C[C@H]1CN(C[C@@H](N1)C)C=1C=CC=2N(C(C=C(N2)C=2C=CC=3N(N2)C=C(N3)C)=O)C1 7-[(3S,5S)-3,5-dimethylpiperazin-1-yl]-2-(2-methylimidazo[1,2-b]pyridazin-6-yl)pyrido[1,2-a]pyrimidin-4-one